C=12NC(=CC=3C1C=CC3)[GeH2]2 germano-cyclopenta[2,3-c]pyridine